P(=O)(OC[C@]1(O[C@H]([C@@H]([C@@H]1O)O)C1=CC=C2C(=NC=NN21)N)C#N)(OC[C@H](CCCCCCCCCCCCCCCCCC)OC2=CC(=CC(=C2)F)C#N)O ((2R-3S,4R,5S)-5-(4-aminopyrrolo[2,1-f][1,2,4]triazin-7-yl)-2-cyano-3,4-dihydroxytetrahydrofuran-2-yl)methyl ((S)-2-(3-cyano-5-fluorophenoxy)icosyl) hydrogen phosphate